copper (II) sulfate acetate C(C)(=O)[O-].S(=O)(=O)([O-])O.[Cu+2]